C(CCCCCCCCCCCCC)(=O)[O-].C(CCCCCCCCCCCCC)(=O)[O-].[Al+2] aluminum di(myristate)